(S)-N-(3-(1-((2-ethyl-2H-pyrazolo[3,4-b]pyrazin-6-yl)amino)ethyl)phenyl)-6-((2-methoxyethyl)amino)-5-methylnicotinamide C(C)N1N=C2N=C(C=NC2=C1)N[C@@H](C)C=1C=C(C=CC1)NC(C1=CN=C(C(=C1)C)NCCOC)=O